4-{7-amino-[1,2,4]triazolo[1,5-a]pyridin-5-yl}-3-chlorobenzonitrile NC1=CC=2N(C(=C1)C1=C(C=C(C#N)C=C1)Cl)N=CN2